sodium phosphorus (oxy)sulfide O=S.[P].[Na]